Cl.ClC1=C(C=CC=C1C=1C=NC=C(C1)Cl)[C@@]1(CC(N(C(N1)=N)[C@@H]1C[C@@H]([C@@H](CC1)O)C)=O)C |o1:22,24,25| (6S)-6-[2-Chloro-3-(5-chloro-pyridin-3-yl)phenyl]-3-[(1S*,3S*,4R*)-4-hydroxy-3-methylcyclohexyl]-2-imino-6-methylhexahydropyrimidin-4-one hydrochloride